1,7-diazaspiro[4.4]nonane-2,6-dione N1C(CCC12C(NCC2)=O)=O